CN1C(N(C2=C1C=CC(=C2)CN(CCC2=CC=C(C=C2)NC(=O)C2=C(C=C(C(=C2)OC)OC)NC(=O)C=2OC1=CC=CC=C1C(C2)=O)CC)C)=O N-(2-((4-(2-(((1,3-Dimethyl-2-oxo-2,3-dihydro-1H-benzo[d]imidazol-5-yl)methyl)(ethyl)amino)ethyl)phenyl)carbamoyl)-4,5-dimethoxyphenyl)-4-oxo-4H-chromene-2-carboxamide